Cl.Cl.N[C@H]1[C@@H](CCCC1)NC1=NN=C(C2=CC=CC=C12)C1=C(C=C(C=C1)C(F)(F)F)O 2-(4-{[(1R,2R)-2-aminocyclohexyl]amino}phthalazin-1-yl)-5-(trifluoromethyl)phenol dihydrochloride